2-(((6-Cyano-5-((E)-2-(trans-4-(trifluoromethyl)cyclohexyl)vinyl)pyridin-3-yl)amino)methyl)acrylic acid C(#N)C1=C(C=C(C=N1)NCC(C(=O)O)=C)\C=C\[C@@H]1CC[C@H](CC1)C(F)(F)F